ClC=1C(=NC(=CC1)N1CCN(CC1)CC(F)F)N1N(C(=C(C1=O)NC(C1=CC=C(C=C1)OC(F)F)=O)C1=C(C=C(C=C1F)OC)F)C N-(2-{3-chloro-6-[4-(2,2-difluoroethyl)piperazin-1-yl]pyridin-2-yl}-5-(2,6-difluoro-4-methoxyphenyl)-1-methyl-3-oxo-2,3-dihydro-1H-pyrazol-4-yl)-4-(difluoromethoxy)benzamide